2-carboxyl-ethyl-(phenyl)phosphinic acid C(=O)(O)CCP(O)(=O)C1=CC=CC=C1